C(C=C)(=O)NC1=C(C=CC=C1)C1CCNC=2N1N=C(C2C(=O)N)C2=CC(=C(C=C2)F)OC 7-(2-Acrylamidophenyl)-2-(4-fluoro-3-methoxyphenyl)-4,5,6,7-tetrahydropyrazolo[1,5-a]pyrimidine-3-carboxamide